CC1(N(CCC1)CCC(=O)NC=1C=C(C(=NC1)C)NC(=O)C=1C=NN2C1SC(=C2)C=2C=NN(C2)C)C N-(5-(3-(2,2-dimethylpyrrolidin-1-yl)propionamido)-2-methyl-pyridin-3-yl)-2-(1-methyl-1H-pyrazol-4-yl)pyrazolo[5,1-b]thiazole-7-carboxamide